tert-butyl (3R,4R)-4-[[6-[3-[2-methoxy-4-(methylcarbamoyl)anilino]prop-1-ynyl]-1-(2,2,2-trifluoroethyl) benzimidazole-4-carbonyl]amino]-3-methyl-piperidine-1-carboxylate COC1=C(NCC#CC=2C=C(C3=C(N(C=N3)CC(F)(F)F)C2)C(=O)N[C@H]2[C@@H](CN(CC2)C(=O)OC(C)(C)C)C)C=CC(=C1)C(NC)=O